2-(3,4-dimethoxyphenyl)-5,6,7,8-tetrahydroimidazo[1,2-a]pyridine dihydrochloride Cl.Cl.COC=1C=C(C=CC1OC)C=1N=C2N(CCCC2)C1